C1(=CC=CC=C1)C=1C(=C(C=2C3(C4=CC=CC=C4C2C1)C1=CC=CC=C1C=1C=CC=CC13)C1=CC=CC=C1)B1OC(C(O1)(C)C)(C)C diphenyl-(2-(4,4,5,5-tetramethyl-1,3,2-dioxaborolan-2-yl)-9,9'-spirobifluorene)